N-(7-(5-(6-Ethoxy-1H-pyrazolo[3',4':3,4]pyrazolo[1,5-a]pyridin-4-yl)pyridine-2-yl)-1,7-diazaspiro[3.5]nonan-1-yl)-2-chloro-6-fluorobenzamide C(C)OC=1C=C(C=2N(C1)N=C1C2C=NN1)C=1C=CC(=NC1)N1CCC2(CCN2NC(C2=C(C=CC=C2F)Cl)=O)CC1